(R)-3-([1,1'-biphenyl]-4-yl)-2-((tert-butoxycarbonyl)(methyl)amino)propionic acid C1(=CC=C(C=C1)C[C@H](C(=O)O)N(C)C(=O)OC(C)(C)C)C1=CC=CC=C1